NC1=NC=2C=CC(=CC2C2=C1COC2)C(=O)N([C@H]2COC1=C2C=CC(=C1)C=1CCN(CC1)C(=O)OC(C)(C)C)C 2-methyl-2-propanyl 4-((3R)-3-(((4-amino-1,3-dihydrofuro[3,4-c]quinolin-8-yl)carbonyl)(methyl)amino)-2,3-dihydro-1-benzofuran-6-yl)-3,6-dihydro-1(2H)-pyridinecarboxylate